p-hydroxyvinylbenzene OC=CC1=CC=CC=C1